C(C)(C)(C)N[C@@H]1CN(CC1)C1=NC2=CC=C(N=C2C=C1)C1=CC2=CN(N=C2C=C1OCOC)C (3S)-N-tert-butyl-1-{6-[6-(methoxymethoxy)-2-methyl-indazol-5-yl]-1,5-naphthyridin-2-yl}pyrrolidin-3-amine